ClC1=C(C(=CC=C1)Cl)C=1N=C2C=3C=C(C=NC3C=CN2C1CO)C=1C=NN(C1)C1CCNCC1 (2-(2,6-Dichlorophenyl)-9-(1-(piperidin-4-yl)-1H-pyrazol-4-yl)imidazo[2,1-f][1,6]naphthyridin-3-yl)methanol